3-(4-acetylphenyl)-1-benzyl-2-phenylquinolin-4(1H)-one C(C)(=O)C1=CC=C(C=C1)C1=C(N(C2=CC=CC=C2C1=O)CC1=CC=CC=C1)C1=CC=CC=C1